4-fluoro-5-(2-methyl-1,3-thiazol-5-yl)phenol FC1=CC=C(C=C1C1=CN=C(S1)C)O